C(C)N([C@@H]1[C@H](CCC1)OC=1C=C2CN(C(C2=CC1)=O)C1C(NC(CC1)=O)=O)CC12CC(C1)(C2)F 3-(5-(((1S,2S)-2-(ethyl((3-fluorobicyclo[1.1.1]pentan-1-yl)methyl)amino)cyclopentyl)oxy)-1-oxoisoindolin-2-yl)piperidine-2,6-dione